1-(3-pyrimidin-2-yl-2-pyridinyl)ethanone N1=C(N=CC=C1)C=1C(=NC=CC1)C(C)=O